N1N=NC(=C1)C1CN(C1)C1=NN=C(O1)C=1C(=NC(=NC1)NC1CC2=CC(=C(C=C2C1)F)F)C 5-(5-(3-(1H-1,2,3-triazol-4-yl)azetidin-1-yl)-1,3,4-oxadiazol-2-yl)-N-(5,6-difluoro-2,3-dihydro-1H-inden-2-yl)-4-methylpyrimidin-2-amine